gadolinium dopamine NCCC1=CC(O)=C(O)C=C1.[Gd]